Carboxypropyl-sulfonamide C(=O)(O)CCCS(=O)(=O)N